CC1=C(N)C=CC(=C1)N1N=C(N=C1)C1=CC=C(C=C1)OC(F)(F)F 2-methyl-4-(3-(4-(trifluoromethoxy)phenyl)-1H-1,2,4-triazol-1-yl)aniline